(6-(methoxycarbonyl)-2-methylpyridin-3-yl)-3,6-diazabicyclo[3.1.1]heptane-6-carboxylic acid tert-butyl ester C(C)(C)(C)OC(=O)N1C2CNCC1(C2)C=2C(=NC(=CC2)C(=O)OC)C